OC=1C=C2CNC(C2=CC1)=O 5-hydroxyisoindolin-1-one